N'-(4-chlorophenyl)quinoline-3-carbohydrazide ClC1=CC=C(C=C1)NNC(=O)C=1C=NC2=CC=CC=C2C1